FC1=C(C(=O)N2CCN(CC2)CC2=CC=C(C=C2)C2C(NC(CC2)=O)=O)C=C(C=C1)CC1=NNC(C2=CC=CC=C12)=O 3-(4-((4-(2-fluoro-5-((4-oxo-3,4-dihydrophthalazin-1-yl)methyl)benzoyl)piperazin-1-yl)methyl)phenyl)piperidine-2,6-dione